9-(6-methylpyridin-2-yl)-2-morpholino-9H-purin-6-ol CC1=CC=CC(=N1)N1C2=NC(=NC(=C2N=C1)O)N1CCOCC1